(2R,3S,4R,5R)-5-cyano-2-((2-cyclohexylacetoxy)methyl)-5-(4-(2-ethylbutanamido)pyrrolo[2,1-f][1,2,4]triazin-7-yl)-4-hydroxytetrahydrofuran-3-yl (R)-2-amino-3,3-dimethylbutanoate N[C@@H](C(=O)O[C@@H]1[C@H](O[C@]([C@@H]1O)(C1=CC=C2C(=NC=NN21)NC(C(CC)CC)=O)C#N)COC(CC2CCCCC2)=O)C(C)(C)C